Methyl-2-{[4-bromo-5-(4-fluorophenyl)-1-phenyl-1H-pyrazol-3-yl]oxy}propanoat COC(C(C)OC1=NN(C(=C1Br)C1=CC=C(C=C1)F)C1=CC=CC=C1)=O